[Si](C1=CC=CC=C1)(C1=CC=CC=C1)(C(C)(C)C)OC[C@H]1CC(N(CC1)C1=NN(C(=C1)C)C1CC2(CN(C2)C(=O)OC(C)(C)C)C1)(C)C tert-butyl (R)-6-(3-(4-(((tert-butyldiphenylsilyl)oxy)methyl)-2,2-dimethylpiperidin-1-yl)-5-methyl-1H-pyrazol-1-yl)-2-azaspiro[3.3]heptane-2-carboxylate